1-N'-(4-fluorophenyl)-1-N-[4-[7-(5-methyl-1H-pyrazol-3-yl)quinolin-4-yl]oxyphenyl]cyclopropane-1,1-dicarboxamide hydrochloride Cl.FC1=CC=C(C=C1)NC(=O)C1(CC1)C(=O)NC1=CC=C(C=C1)OC1=CC=NC2=CC(=CC=C12)C1=NNC(=C1)C